(3S,4R)-3-fluoro-1-(4-((5-isopropyl-8-(5-methyl-1H-1,2,4-triazol-3-yl)-2,7-naphthyridin-3-yl)amino)pyrimidin-2-yl)-3-methylpiperidin-4-ol F[C@]1(CN(CC[C@H]1O)C1=NC=CC(=N1)NC=1N=CC2=C(N=CC(=C2C1)C(C)C)C1=NNC(=N1)C)C